3-(benzenesulfonyl)propionitrile C1(=CC=CC=C1)S(=O)(=O)CCC#N